ethyl 2-hydroxy-7-isopropylquinoline-3-carboxylate OC1=NC2=CC(=CC=C2C=C1C(=O)OCC)C(C)C